OC1=C(N2C(C3=C(C=CC=C13)C1=CC=C(C=C1)C(F)(F)F)=NC=N2)C(=O)NCC(=O)OCC ethyl (6-hydroxy-10-(4-(trifluoromethyl)phenyl)-[1,2,4]triazolo[5,1-a]isoquinoline-5-carbonyl)glycinate